N-(3-((4-acetylpiperazin-1-yl)methyl)-5-(trifluoro-methyl)phenyl)-6-(imidazo[1,2-a]pyridine-3-carbonyl)-4,5,6,7-tetra-hydrothieno[2,3-c]pyridine-3-carboxamide C(C)(=O)N1CCN(CC1)CC=1C=C(C=C(C1)C(F)(F)F)NC(=O)C1=CSC=2CN(CCC21)C(=O)C2=CN=C1N2C=CC=C1